C(C)(C)(C)C1=CC(=NO1)NC(=O)NC1=CC(=C(C=C1)C=1N=NN(C1)C1=C(C=C(C=C1)OCCN1CCOCC1)Cl)F 1-(5-tert-butylisoxazol-3-yl)-3-(4-(1-(2-chloro-4-(2-morpholinoethoxy)-phenyl)-1H-1,2,3-triazol-4-yl)-3-fluorophenyl)-urea